(R)-1-(thien-2-yl)propan-2-amine S1C(=CC=C1)C[C@@H](C)N